C(CCCCCCCCCCCCCCCCCCCCC)C(C(=O)O)=CC=CCCCCCCCCCCCCCCC behenyl-eicosadienoic acid